NCCC1=CC(=CC=2C3=CC(=CC=C3NC12)Cl)NC1=C(C=C(C(=C1)F)Cl)Cl 1-(2-aminoethyl)-6-chloro-N-(2,4-dichloro-5-fluorophenyl)-9H-carbazol-3-amine